4-(Cycloheptylamino)-1H-pyrrolo[2,3-b]pyridine-5-carboxylic acid ethyl ester C(C)OC(=O)C=1C(=C2C(=NC1)NC=C2)NC2CCCCCC2